tert-butyl 4-[2-(6,6-dimethyl-1,4,5,7-tetrahydroindazol-3-yl)-1H-indole-6-carbonyl]piperazine-1-carboxylate CC1(CCC=2C(=NNC2C1)C=1NC2=CC(=CC=C2C1)C(=O)N1CCN(CC1)C(=O)OC(C)(C)C)C